C(C)C1=CC=C(C=N1)C1=NN2C3CCC(OC2=C1C(=O)OCC)C3 Ethyl 4-(6-ethylpyridin-3-yl)-7-oxa-2,3-diazatricyclo[6.2.1.02,6]undeca-3,5-diene-5-carboxylate